ClC=1C(=C(NC2=C(NC3=C2C(NCC3)=O)C3=C(C=NC=C3)O[C@@H](C)[C@H]3CN(CCO3)C)C=CC1)OC 3-(3-chloro-2-methoxyanilino)-2-[3-({(1S)-1-[(2R)-4-methylmorpholin-2-yl]ethyl}oxy)pyridin-4-yl]-1,5,6,7-tetrahydro-4H-pyrrolo[3,2-c]pyridin-4-one